N=1NN=NC1C[C@H]1CN([C@H](CO1)CC1=CC=C(C=C1)Cl)C(=O)OC(C)(C)C (2S,5S)-tert-butyl 2-((2H-tetrazol-5-yl)methyl)-5-(4-chlorobenzyl)morpholine-4-carboxylate